Methyl 4-[[6-(4-fluorophenyl)-4-[(6-methylpyridazin-3-yl)methylamino]quinazolin-8-yl]oxymethyl]piperidine-1-carboxylate FC1=CC=C(C=C1)C=1C=C2C(=NC=NC2=C(C1)OCC1CCN(CC1)C(=O)OC)NCC=1N=NC(=CC1)C